O1N=C(C=C1)NS(=O)(=O)C=1C=C2C=CC(N(C2=CC1)C1=C(C=C(C(=C1)C)[C@@H]1[C@H](C1)C(F)(F)F)OC)=O (P)-N-(isoxazol-3-yl)-1-(2-methoxy-5-methyl-4-((1S,2S)-2-(trifluoromethyl)cyclopropyl)phenyl)-2-oxo-1,2-dihydroquinoline-6-sulfonamide